3-(2,6-difluorophenyl)cyclobutanol FC1=C(C(=CC=C1)F)C1CC(C1)O